((2-chloro-4-((5-cyclopropyl-3-(2,6-dichlorophenyl)isoxazol-4-yl)methoxy)phenyl)ethynyl)aniline ClC1=C(C=CC(=C1)OCC=1C(=NOC1C1CC1)C1=C(C=CC=C1Cl)Cl)C#CNC1=CC=CC=C1